CN(C(=O)NC=1SC(=CN1)C)C1=CC=2OC(C(=CC2S1)C(=O)O)=O 2-(1-methyl-3-(5-methylthiazol-2-yl)ureido)-5-oxo-5H-thieno[3,2-b]pyran-6-carboxylic acid